1-(2-bromo-4-pyridyl)-2,2-difluoro-ethanone BrC1=NC=CC(=C1)C(C(F)F)=O